2-(4-bromo-3,5-dimethoxyphenyl)piperidine BrC1=C(C=C(C=C1OC)C1NCCCC1)OC